5-Ethynyl-2-(N-azetidinylcarbamoyl)-3-pyridinyl 3-[4-(4-chlorothiazol-2-yl)-1H-1,2,3-triazol-1-yl]-3-deoxy-2-O-methyl-1-thio-α-D-galactopyranoside ClC=1N=C(SC1)C=1N=NN(C1)[C@@H]1[C@H]([C@@H](SC=2C(=NC=C(C2)C#C)C(NN2CCC2)=O)O[C@@H]([C@@H]1O)CO)OC